O.P(=O)(O)(O)O.O.O.P(=O)(O)(O)O phosphate sesquihydrate